(R)-6-(2-(3-chlorophenyl)-2-hydroxyacetyl)-2-(1-(3-cyclopentylphenyl)cyclopropyl)-3,5,6,7,8,9-hexahydro-4H-pyrimido[5,4-c]azepin-4-one ClC=1C=C(C=CC1)[C@H](C(=O)N1CC2=C(CCC1)N=C(NC2=O)C2(CC2)C2=CC(=CC=C2)C2CCCC2)O